bis(indenyl)zirconocene dichloride [Cl-].[Cl-].C1(C=CC2=CC=CC=C12)[C-]1C=CC=C1.[C-]1(C=CC=C1)C1C=CC2=CC=CC=C12.[Zr+2]